7-(2,2-difluoroethoxy)-4-(2-(methyl-d3)phenyl)isoquinolin-1(2H)-one FC(COC1=CC=C2C(=CNC(C2=C1)=O)C1=C(C=CC=C1)C([2H])([2H])[2H])F